C(C)(CC)C1C(NC2=C(CN1CCOC)C=CC=C2)=O 3-(sec-butyl)-4-(2-methoxyethyl)-1,3,4,5-tetrahydro-2H-benzo[1,4]diazepin-2-one